OC[C@](CCCC)(C)NC([O-])=O N-((2R)-1-hydroxyl-2-methylhexan-2-yl)carbamate